CN(CCC(C1=NC=CC=C1)C1=CC=CC=C1)C N,N-dimethyl-3-phenyl-3-(pyridin-2-yl)propane-1-amine